(R)-N-(4-cyclohexylphenyl)-2-(2-methylmorpholino)-5,7-dihydrofuro[3,4-d]pyrimidin-4-amine C1(CCCCC1)C1=CC=C(C=C1)NC=1C2=C(N=C(N1)N1C[C@H](OCC1)C)COC2